1,1,1,3,3,3-hexafluoro-2-methyl-2-propanol FC(C(C(F)(F)F)(O)C)(F)F